COC1=NC2=CN=CC=C2C=C1C1=CN=C(O1)[C@H](CCCCCC(CC)=O)NC(=O)C1=NOC2(C1)CCN(CC2)C (S)-N-(1-(5-(2-methoxy-1,7-naphthyridin-3-yl)oxazol-2-yl)-7-oxononyl)-8-methyl-1-oxa-2,8-diazaspiro[4.5]dec-2-ene-3-carboxamide